C(C)N1CCN(CC1)C1=CC=C(C=C1)NC1=NNC2=CC(=CC=C12)C=1C=NC=CC1 N-(4-(4-ethylpiperazin-1-yl)phenyl)-6-(pyridin-3-yl)-1H-indazol-3-amine